COCCCNC(CC1C(N(C2=C(S1)N=CC=C2)C)=O)=O N-(3-methoxypropyl)-2-(1-methyl-2-oxo-2,3-dihydro-1H-pyrido[2,3-b][1,4]thiazin-3-yl)acetamide